(1r,6s)-bicyclo[4.2.0]octane [C@@H]12CCCC[C@H]2CC1